B([O-])([O-])OB([O-])[O-].[Cs+].[Cs+].[Cs+].[Cs+] Cesium diborate